(3,3-difluorocyclobutyl) 4-octyl 2-methylenesuccinate C=C(C(=O)OC1CC(C1)(F)F)CC(=O)OCCCCCCCC